4-chloro-5-(4-chlorophenyl)-1-(3,3,3-trifluoro-2-oxo-propyl)-1,3-dihydro-2H-imidazol-2-one ClC=1NC(N(C1C1=CC=C(C=C1)Cl)CC(C(F)(F)F)=O)=O